FC(C1=NC=CC(=C1)N1C[C@@H](CC1)C(=O)N1CC2=CC=3CCCC3N=C2C1)F [1-(2-Difluoromethyl-pyridin-4-yl)-pyrrolidin-3(R)-yl]-(3,5,6,7-tetrahydro-1H-2,4-diaza-s-indacen-2-yl)-methanone